4-[[5-(2-methoxyethoxymethyl)-3-pyridyl]sulfonimidoyl]benzoic acid COCCOCC=1C=C(C=NC1)S(=O)(=N)C1=CC=C(C(=O)O)C=C1